ClC1=NC=C(C(=C1)N[C@H](CO)C1=CC=CC=C1)C=1OC=NN1 (S)-2-((2-Chloro-5-(1,3,4-oxadiazol-2-yl)pyridin-4-yl)amino)-2-phenylethan-1-ol